FC(C)(OC1=CC=C2C3=C(NC2=C1)C(=NC=C3)C)F 7-(1,1-difluoroethoxy)-1-methyl-9H-pyrido[3,4-b]indole